1-(2-(3,8-diazabicyclo[3.2.1]octan-8-yl)-6,7-dihydrothiazolo[5,4-c]pyridin-5(4H)-yl)-2-(tetrahydro-2H-pyran-4-yl)ethan-1-one C12CNCC(CC1)N2C=2SC=1CN(CCC1N2)C(CC2CCOCC2)=O